1-methyl 3-formylcyclobutane-1-carboxylate C(=O)C1CC(C1)C(=O)OC